S1C(=NC2=C1C=CC=C2)SC2=C(N1C([C@@H]([C@H]1[C@H]2C)[C@@H](C)O)=O)C(=O)O (4R,5S,6S)-3-(benzothiazol-2-ylthio)-6-((R)-1-hydroxyethyl)-4-methyl-7-oxo-1-azabicyclo[3.2.0]hept-2-ene-2-carboxylic acid